COCCN1CCC(CC1)COC1=CC=2N(C=C1)C(=CN2)C2=CC(=NC=N2)NCC2=CC=C(C=C2)C2=NN(N=C2)C (6-{7-[1-(2-methoxy-ethyl)-piperidin-4-ylmethoxy]-imidazo[1,2-a]pyridin-3-yl}-pyrimidin-4-yl)-[4-(2-methyl-2H-[1,2,3]triazol-4-yl)-benzyl]-amine